FC1(CN(CCC1NC(NC1=C2C=CN(C2=CC(=C1)C#CCNC1=C(C=C(C=C1)S(=O)(=O)C)OC)CC(F)(F)F)=O)C(=O)OC(C)(C)C)F tert-butyl 3,3-difluoro-4-[[6-[3-(2-methoxy-4-methylsulfonyl-anilino)prop-1-ynyl]-1-(2,2,2-trifluoroethyl)indol-4-yl]carbamoylamino]piperidine-1-carboxylate